Methyl (3-chloro-4-methyl-6-oxopyridazin-1(6H)-yl)acetate ClC1=NN(C(C=C1C)=O)CC(=O)OC